[Si].[Sn] Tin silicon